C(CCC)C1=CN=C(C(=N1)N1CCC(CC1)C(=O)O)C1=CN=C(S1)OC 1-(6-butyl-3-(2-methoxythiazol-5-yl)pyrazin-2-yl)piperidine-4-carboxylic acid